[5,10,15-Triphenyl-20-(4-methoxycarbonylphenyl)-porphyrin] platinum [Pt].C1(=CC=CC=C1)C=1C2=CC=C(N2)C(=C2C=CC(C(=C3C=CC(=C(C=4C=CC1N4)C4=CC=CC=C4)N3)C3=CC=CC=C3)=N2)C2=CC=C(C=C2)C(=O)OC